N(=C=O)C1=CC(C(C=C1)C=CC=1C(=CC(=CC1)N=C=O)S(=O)(=O)O)S(=O)(=O)O 4,4'-diisocyanatodihydrostilbene-2,2'-disulfonic acid